CN([C@@H](CC(C)C)C(=O)[O-])C(=O)N1CCOCC1 Methyl(morpholine-4-carbonyl)-L-leucinate